CC1=CC(=NN1)NC1=NC(=C2C=CC=NC2=C1)CC1CC2CCC(C1)N2CCC#N 3-((3-exo)-3-((7-((5-methyl-1H-pyrazol-3-yl)amino)-1,6-naphthyridin-5-yl)methyl)-8-azabicyclo[3.2.1]octan-8-yl)propionitrile